2-(((2S)-4-(5-((2,2-difluorocyclopropyl)methyl)-3-fluoro-2-(2H-tetrazol-5-yl)phenyl)-2-methylpiperazin-1-yl)methyl)-5-methyl-1,3,4-thiadiazole FC1(C(C1)CC=1C=C(C(=C(C1)N1C[C@@H](N(CC1)CC=1SC(=NN1)C)C)C=1N=NNN1)F)F